C(#N)C=1C(=C(C=CC1)[C@@H](C)NC1=C2C(=C(N=N1)C)C=NC(=C2)C2CCN(CC2)C(=O)OC(C)(C)C)C (R)-tert-Butyl 4-(1-((1-(3-cyano-2-methylphenyl)ethyl)amino)-4-methylpyrido[3,4-d]pyridazin-7-yl)piperidine-1-carboxylate